3-((Bis(benzyloxy)phosphoryl)oxy)-4-methoxybenzoic acid C(C1=CC=CC=C1)OP(=O)(OCC1=CC=CC=C1)OC=1C=C(C(=O)O)C=CC1OC